BrC1=CC=C(C=C1)C1=NC2=CC=CC=C2C=N1 2-(4-Bromophenyl)quinazoline